C[SiH](C1=CC=C(C=C1)C1=CC=CC=C1)C1=CC=C(C=C1)C1=CC=CC=C1 methyldi(4-phenylphenyl)silane